OCC1=C(C=C(C2=C1CCO2)C2=CC=C(C=C2)OC(F)(F)F)[C@H](C)NC(C=C)=O N-[(1S)-1-[4-(hydroxymethyl)-7-[4-(trifluoromethoxy)phenyl]-2,3-dihydrobenzofuran-5-yl]ethyl]prop-2-enamide